C(C)OC1=CC=CC(=N1)C1=NC=2C(=NC(=CN2)CS(=O)(=O)N)N1C1=NC=CC=C1OC (2-(6-ethoxypyridin-2-yl)-1-(3-methoxypyridin-2-yl)-1H-imidazo[4,5-b]pyrazin-6-yl)methanesulfonamide